N-(2-methanesulfonylethyl)-3-methoxybenzamide CS(=O)(=O)CCNC(C1=CC(=CC=C1)OC)=O